N1=C(C=CC=C1)C=1N=CC2=C(N1)CCN(C2)C(=O)C2=CC=C(C=C2)C(F)(F)F [2-(2-pyridinyl)-7,8-dihydro-5H-pyrido[4,3-d]pyrimidin-6-yl]-[4-(trifluoromethyl)phenyl]methanone